C=1NCC=C2C=C(C=CC12)C(=O)[O-] isoquinoline-6(3H)-carboxylate